2-(2,3-difluoro-4-(fluoromethoxy)phenyl)-4,4,5,5-tetramethyl-1,3,2-dioxaborolane FC1=C(C=CC(=C1F)OCF)B1OC(C(O1)(C)C)(C)C